N2,N4-bis(4,4-difluorocyclohexyl)-6-(6-(trifluoromethoxy)pyridin-2-yl)-1,3,5-triazine-2,4-diamine FC1(CCC(CC1)NC1=NC(=NC(=N1)NC1CCC(CC1)(F)F)C1=NC(=CC=C1)OC(F)(F)F)F